2-((5-(3-chlorophenyl)-7H-pyrrolo[2,3-d]pyrimidin-4-yl)(ethyl)amino)ethan-1-ol ClC=1C=C(C=CC1)C1=CNC=2N=CN=C(C21)N(CCO)CC